OC=1N=CC2=C(N1)C(C=1C=C(C=CC12)S(=O)(=O)C(F)(F)F)=O 2-hydroxy-7-((trifluoromethyl)sulfonyl)-9H-indeno[2,1-d]Pyrimidin-9-one